4-hydroxybenzene sodium [Na].OC1=CC=CC=C1